ClC=1C=CC(=C(C1)C1=CC(=CN=N1)NC1=CC=NC2=CC(=CC=C12)OCC(=O)N1CCN(CC1)C)F 2-[(4-{[6-(5-chloro-2-fluorophenyl)pyridazin-4-yl]amino}quinolin-7-yl)oxy]-1-(4-methylpiperazin-1-yl)ethan-1-one